hexahydroindolizine-3(2H)-one C1CC(N2CCCCC12)=O